C=1(C(=CC=C2C=CC=CC12)O)C=1C(=CC=C2C=CC=CC12)O binaphthalene-2,2'-diol